C(C)(C)(C)OC(CNC([C@@H](N)CC(O)=O)=O)=O L-α-aspartylglycine tert-butyl ester